CC1=NC2=NC=CC=C2C=C1C(C)=O 2-methyl-3-acetyl-1,8-naphthyridine